N1C[C@@H](C(=O)O)CCC1 (S)-nipecotic acid